4-fluoro-N-(2-((4-fluoro-3-(trifluoromethyl)phenyl)carbamoyl)-6-(trifluoromethyl)benzo[b]thiophen-3-yl)-1-(3-hydroxypropyl)-1H-pyrazole-3-carboxamide FC=1C(=NN(C1)CCCO)C(=O)NC=1C2=C(SC1C(NC1=CC(=C(C=C1)F)C(F)(F)F)=O)C=C(C=C2)C(F)(F)F